FC=1C=C(C=C(C1)F)[C@@H]1CC[C@H]2OC3(C(N21)=O)CCN(CC3)C(=O)C=3C=C(C=CC3)C3(CC3)C#N 1-{3-[(5'S,7a'R)-5'-(3,5-difluorophenyl)-3'-oxotetrahydro-1H,3'H-spiro[piperidine-4,2'-pyrrolo-[2,1-b][1,3]oxazole]-1-carbonyl]phenyl}cyclopropane-1-carbonitrile